1,3-dihydro-2-benzofuran-5-ol C1OCC2=C1C=CC(=C2)O